C(C)C=1N=C(OC1C(=O)N=C1SC=2C(=NC=C(C2)C(=O)[O-])N1)C 2-((4-ethyl-2-methyloxazole-5-carbonyl)imino)-2,3-dihydrothiazolo[4,5-b]pyridine-6-carboxylate